N-(tetradecanoyl)-4R-hydroxyeicosasphinganine C(CCCCCCCCCCCCC)(=O)N[C@H](CO)[C@H](O)C(CCCCCCCCCCCCCCCC)O